dihydro-1-(2-quinolyl)-beta-carboline N1=C(C=CC2=CC=CC=C12)C1NC=CC=2C3=CC=CC=C3NC12